N-(4-amino-1-((2-(trimethylsilyl)ethoxy)methyl)-1H-pyrazolo[4,3-c]pyridin-7-yl)-2-((5S)-5-methyl-2-(pyridin-4-yl)piperidin-1-yl)-2-oxoacetamide NC1=NC=C(C2=C1C=NN2COCC[Si](C)(C)C)NC(C(=O)N2C(CC[C@@H](C2)C)C2=CC=NC=C2)=O